NC1=C2C(=NC=N1)N(N=C2C2=CC=C(C=C2)OC2=CC=CC=C2)C2CCN(CC2)CC=2C=C(C=CC2)N2C(NC(CC2)=O)=O 1-(3-((4-(4-amino-3-(4-phenoxyphenyl)-1H-pyrazolo[3,4-d]pyrimidin-1-yl)piperidin-1-yl)methyl)phenyl)dihydropyrimidine-2,4(1H,3H)-dione